6-Bromo-7-methoxy-2-methylphthalazin-1-one BrC=1C=C2C=NN(C(C2=CC1OC)=O)C